12-bromododecan-1-ol BrCCCCCCCCCCCCO